2-chloro-4-((3-trifluoromethylbenzyl)amino)pyrimidin-5-carboxamide ClC1=NC=C(C(=N1)NCC1=CC(=CC=C1)C(F)(F)F)C(=O)N